C(C)C=1C(=CC=C2C=C(C=C(C12)C1=C(C=2N=C(N=C(C2C=N1)N1C[C@@H](CC[C@H](C1)O)O)OC[C@]12CCCN2C[C@@H](C1)F)F)O)F (3r,6r)-1-(7-(8-ethyl-7-fluoro-3-hydroxynaphthalen-1-yl)-8-fluoro-2-(((2r,7as)-2-fluorohexahydro-1H-pyrrolizin-7a-yl)methoxy)pyrido[4,3-d]pyrimidin-4-yl)azepan-3,6-diol